C(C)OC(CCNC(C(CC(C)C)N1C(C=C(C(=C1)CCN(C)C)C(F)(F)F)=O)=O)=O 3-(2-(5-(2-(dimethylamino)ethyl)-2-oxo-4-(trifluoromethyl)pyridin-1(2H)-yl)-4-methylpentanamido)propanoic acid ethyl ester